(R)-6-(3-(5-(3-hydroxy-1-methyl-2-oxopyrrolidin-3-yl)isoxazol-3-yl)phenyl)-4-(2-methyl-oxazol-5-yl)picolinamide O[C@@]1(C(N(CC1)C)=O)C1=CC(=NO1)C=1C=C(C=CC1)C1=CC(=CC(=N1)C(=O)N)C1=CN=C(O1)C